IC1=C(C(=CC(=C1)C(C(F)(F)F)(C(C(F)(F)F)(F)F)F)OC(F)F)NC(C1=C(C(=CC=C1)NO)F)=O N-(2-iodo-4-(perfluorobutan-2-yl)-6-(difluoromethoxy)phenyl)-2-fluoro-3-(hydroxyamino)benzamide